5-bromo-2-methyl-2,3-dihydrobenzo[d]isothiazole 1,1-dioxide BrC=1C=CC2=C(CN(S2(=O)=O)C)C1